C(C#CC)C(C(C)=O)(C(C)=O)CC#CC 3,3-Bis(but-2-yn-1-yl)pentane-2,4-dione